C(#C)C1=C2C=CC(=CC2=CC=C1)N 5-ethynylnaphthalene-2-amine